CC1=C(OC=2N=C(SC2C2=NC(=NC=C2)N[C@@H]2CN(C[C@H](C2)F)C(=O)OC(C)(C)C)C)C=C(C(=C1)NS(=O)(=O)CC(F)(F)F)C tert-butyl (3S,5S)-3-[[4-[4-[2,5-dimethyl-4-(2,2,2-trifluoroethylsulfonylamino)phenoxy]-2-methyl-thiazol-5-yl]pyrimidin-2-yl]amino]-5-fluoro-piperidine-1-carboxylate